ALPHA,ALPHA-DIMETHYLPHENETHYL ACETATE C(C)(=O)OC(CC1=CC=CC=C1)(C)C